1-(5-(4-chloro-1H-indol-6-yl)-6-methylpyrazin-2-yl)-4-methylpiperidin-4-amine ClC1=C2C=CNC2=CC(=C1)C=1N=CC(=NC1C)N1CCC(CC1)(N)C